N-(4-benzooxazol-2-yl-phenyl)-N-(4-naphthalen-2-yl-phenyl)-N-{4-(2-phenyl-benzooxazol-6-yl)-phenyl}-amine O1C(=NC2=C1C=CC=C2)C2=CC=C(C=C2)N(C2=CC=C(C=C2)C2=CC1=C(N=C(O1)C1=CC=CC=C1)C=C2)C2=CC=C(C=C2)C2=CC1=CC=CC=C1C=C2